C[C@@H]1N(CCOC1CC1=C(N=C2N1C=CC(=C2)C)C2=C(C=C(C=C2F)C2=NNC=C2)F)C(=O)OC2=NC(=NC1=C(C=CC=C21)C(F)(F)F)CBr 2-(bromomethyl)-8-(trifluoromethyl)quinazolin-4-ol methyl-(S)-2-((2-(2,6-difluoro-4-(1H-pyrazol-3-yl)phenyl)-7-methylimidazo[1,2-a]pyridin-3-yl)methyl)morpholine-4-carboxylate